[Nb].[Sb] antimony-niobium